trans-2-chloro-5-(2,2-dichloro-3-(3,5-dichlorophenyl)cyclopropane-1-carboxamido)benzoic acid ClC1=C(C(=O)O)C=C(C=C1)NC(=O)[C@@H]1C([C@H]1C1=CC(=CC(=C1)Cl)Cl)(Cl)Cl